dioxocyclobut-1-en O=C1C(C=C1)=O